CC1(OCC[C@H](C1)C(=O)NC=1N=CC2=CC(=C(C=C2C1)N1CCN(CC1)[C@@]1(COCC1)C)C)C (4R)-2,2-dimethyl-N-[7-methyl-6-[4-((S)-3-methyltetrahydrofuran-3-yl)piperazin-1-yl]-3-isoquinolyl]tetrahydropyran-4-carboxamide